ClC=1C=C(C(=O)NC(C)C=2N(N=CN2)C(=NOC2=CC=CC=C2)C)C=C(C1)C(F)(F)F 3-chloro-N-[1-[2-[C-methyl-N-phenoxy-carbonimidoyl]-1,2,4-triazol-3-yl]ethyl]-5-(trifluoromethyl)benzamide